N1CC(C1)C=1N=C(OC1)C1=CC(=C(C(=C1)[N+](=O)[O-])C)F 4-(azetidin-3-yl)-2-(3-fluoro-4-methyl-5-nitrophenyl)oxazole